4-(3-amino-2-(butylsulfinyl)-6-(thiazol-2-yl)thieno[2,3-b]pyridin-4-yl)benzyl (2-chloroethyl)carbamate ClCCNC(OCC1=CC=C(C=C1)C1=C2C(=NC(=C1)C=1SC=CN1)SC(=C2N)S(=O)CCCC)=O